(S)-2-(2,6-dichloro-3-(3-phenylazetidin-1-yl)benzamido)-3-(3-((R)-2,3-dihydro-1H-inden-1-yl)ureido)propanoic acid ClC1=C(C(=O)N[C@H](C(=O)O)CNC(=O)N[C@@H]2CCC3=CC=CC=C23)C(=CC=C1N1CC(C1)C1=CC=CC=C1)Cl